dimethyl-ethyl-benzyl-ammonium bromide [Br-].C[N+](CC1=CC=CC=C1)(CC)C